FC(C1=CC=C(N=N1)CN1C(=NC2=C1C=CC=C2F)C=2C(=NON2)N)F 4-(1-((6-(difluoromethyl)pyridazin-3-yl)methyl)-4-fluoro-benzoimidazol-2-yl)-1,2,5-oxadiazol-3-amine